FC(CCN1CC(C1)=CC1=CC=C(C=C1)C1=C(CCCC2=C1C=CC=C2)C2=C1CCCC1=CC(=C2)F)F 9-(4-((1-(3,3-Difluoropropyl)azetidin-3-yliden)methyl)phenyl)-8-(6-fluoro-2,3-dihydro-1H-inden-4-yl)-6,7-dihydro-5H-benzo[7]annulen